4-chloro-N-(2,3-dihydroxypropyl)benzamide ClC1=CC=C(C(=O)NCC(CO)O)C=C1